ethyl (2S)-2-(4-methylcyclohexyl)-2-[[2-(2-methylsulfanylethyl)pyrazole-3-carbonyl]amino]acetate CC1CCC(CC1)[C@@H](C(=O)OCC)NC(=O)C=1N(N=CC1)CCSC